ClC=1C=C(C=C(C1)C=O)C(C#N)(C)C 2-(3-chloro-5-formylphenyl)-2-methylpropanenitrile